C(C)(C)C1=C(C=CC=C1)C1=NC=C2NC(N(C2=N1)CC1=CC=C(C=C1)N1N=C(C=C1C#N)C)=O 1-(4-((2-(2-isopropylphenyl)-8-oxo-7,8-dihydro-9H-purin-9-yl)methyl)phenyl)-3-methyl-1H-pyrazole-5-carbonitrile